7-[(2-hydroxy ethyl)[8-(nonyloxy)-8-oxooctyl]amino]heptyl 2-octyldecanoate C(CCCCCCC)C(C(=O)OCCCCCCCN(CCCCCCCC(=O)OCCCCCCCCC)CCO)CCCCCCCC